(1R,5S,6r)-N-(8-amino-7-chloro-6-(4-methylpyridin-3-yl)isoquinolin-3-yl)-3-hydroxybicyclo[3.1.0]hexane-6-carboxamide NC=1C(=C(C=C2C=C(N=CC12)NC(=O)C1[C@H]2CC(C[C@@H]12)O)C=1C=NC=CC1C)Cl